FC(C=1C=C(C=CC1)C(CC)=O)(F)F 1-(3-(trifluoromethyl)phenyl)propan-1-one